4-((2-((5-cyclopropyl-3-(2,6-dichlorophenyl)isoxazol-4-yl)methyl)-7-azaspiro[3.5]non-7-yl)sulfonyl)benzoic acid C1(CC1)C1=C(C(=NO1)C1=C(C=CC=C1Cl)Cl)CC1CC2(C1)CCN(CC2)S(=O)(=O)C2=CC=C(C(=O)O)C=C2